2-chloro-3-(5-{[(5-chlorothiophen-2-yl)methyl]sulfanyl}-4-methoxy-3-[4-(pyrrolidine-1-carbonyl)piperazin-2-yl]-1H-pyrazole-1-carbonyl)benzoic acid ClC1=C(C(=O)O)C=CC=C1C(=O)N1N=C(C(=C1SCC=1SC(=CC1)Cl)OC)C1NCCN(C1)C(=O)N1CCCC1